CC1(N(S(OC1)(=O)=O)C(=O)OCC1=CC=CC=C1)CC(=C)C benzyl 4-methyl-4-(2-methylallyl)-1,2,3-oxathiazolidine-3-carboxylate-2,2-dioxide